(+/-)-isopropyl (1S,3S)-3-(4-(5-((3-phenyl-3-methylureido)methyl)-1-methyl-1H-1,2,3-triazol-4-yl)-phenoxy)cyclohexane-1-carboxylate C1(=CC=CC=C1)N(C(NCC1=C(N=NN1C)C1=CC=C(O[C@@H]2C[C@H](CCC2)C(=O)OC(C)C)C=C1)=O)C |r|